2-(2-Chloro-4-fluorophenyl)acetic acid ClC1=C(C=CC(=C1)F)CC(=O)O